[2-(trifluoromethyl)pyridin-4-yl]acetamide FC(C1=NC=CC(=C1)CC(=O)N)(F)F